[N+](=O)([O-])C=1C=C(C(=NC1)SCCCN)C(F)(F)F 3-((5-nitro-3-trifluoromethylpyridin-2-yl)thio)-1-propylamine